O=C1N(C(C2=CC=CC=C12)=O)CC=1C=CC(=C(C(=O)NC2=CC=C(C=C2)C(\C=C\C2=CC=C(C=C2)OC)=O)C1)O 5-[(1,3-Dioxoisoindol-2-yl)methyl]-2-hydroxy-N-[4-[(E)-3-(4-methoxyphenyl)prop-2-enoyl]phenyl]benzamide